C(C#C)NC(CCC1=CC=C(C=C1)S(N)(=O)=O)=O N-(prop-2-yn-1-yl)-3-(4-sulfamylphenyl)propionamide